2-chloro-N-(5-methyl-1,3,4-oxadiazol-2-yl)-3-[(rac)-cyclopropylsulfinyl]-4-(trifluoromethyl)benzamide ClC1=C(C(=O)NC=2OC(=NN2)C)C=CC(=C1[S@](=O)C1CC1)C(F)(F)F |r|